tert-butyl (4-(8-bromo-4,5-dihydrobenzo[b]thieno[2,3-d]oxepine-9-carboxamido)benzyl)carbamate BrC=1C(=CC2=C(OCCC3=C2SC=C3)C1)C(=O)NC1=CC=C(CNC(OC(C)(C)C)=O)C=C1